6-(cyclopropylmethoxy)-N-[(2S)-1-{[fluoro(dideuteromethyl)methyl]oxy}-3-methylbutan-2-yl]-5-(3-methoxyazetidin-1-yl)pyridine-2-carboxamide C1(CC1)COC1=C(C=CC(=N1)C(=O)N[C@H](COC(C([2H])[2H])F)C(C)C)N1CC(C1)OC